1-ethyl-1-((S)-2,2,2-trifluoro-1-(5-methoxy-4-(8-methoxyimidazo[1,2-a]pyrazin-6-yl)pyridin-2-yl)ethyl)-3-((S)-1,1,1-trifluoro-3,3-dimethylbutan-2-yl)urea C(C)N(C(=O)N[C@H](C(F)(F)F)C(C)(C)C)[C@H](C(F)(F)F)C1=NC=C(C(=C1)C=1N=C(C=2N(C1)C=CN2)OC)OC